(3R)-7-cyclopropyl-4-oxo-6-[(2,3-xylidino)methyl]-1-thia-3a-aza-3-indanecarboxylic acid C1(CC1)C=1C(=CC(N2[C@@H](CSC12)C(=O)O)=O)CNC1=C(C(=CC=C1)C)C